4-((2,5-dioxoimidazol-1-yl)methyl)benzonitrile O=C1N(C(C=N1)=O)CC1=CC=C(C#N)C=C1